NCCNC(C(C)O)=O N-(Aminoethyl)-2-Hydroxypropanamide